FC(C=1C=C(\C=C/2\C(C=3C=CC(=CC3CC2)C(=O)NCCCCCC(=O)O)=O)C=C(C1)C(F)(F)F)(F)F (E)-6-(6-(3,5-bis(trifluoromethyl)benzylidene)-5-oxo-5,6,7,8-tetrahydro-naphthalene-2-carboxamido)hexanoic acid